CC1=C2C(=CC(=C1C)O2)C 2,3,6-trimethyl-1,4-phenylene oxide